7,8-difluoro-4-oxo-10-oxa-1-azatricyclo[7.4.1.05,14]tetradec-5,7,9(14)-triene-3-carbaldehyde FC=1C=C2C(C(CN3CCCOC(C1F)=C32)C=O)=O